FC(C1=C(C=C2CCCNC2=C1)C=1C=CC(=NC1)C(=O)OC)(F)F Methyl 5-(7-(trifluoromethyl)-1,2,3,4-tetrahydroquinolin-6-yl)picolinate